methyl 3-(1-(cyclobutylmethyl)-6-isopropyl-1H-indol-2-yl)-2,2-dimethylpropionate C1(CCC1)CN1C(=CC2=CC=C(C=C12)C(C)C)CC(C(=O)OC)(C)C